FCS(=O)(=O)N[C@@H]1[C@@H](N(CC12CC2)C([C@H](COC)F)=O)CC=2C(=C(C=CC2)C2=CC=CC=C2)F 1-fluoro-N-((6S,7S)-5-((S)-2-fluoro-3-methoxypropanoyl)-6-((2-fluoro-[1,1'-biphenyl]-3-yl)methyl)-5-azaspiro[2.4]heptan-7-yl)methanesulfonamide